(S)-2-((((9H-fluoren-9-yl)methoxy)carbonyl)amino)-pent-4-enoic acid C1=CC=CC=2C3=CC=CC=C3C(C12)COC(=O)N[C@H](C(=O)O)CC=C